C(C1=CC=CC=C1)N(C(=O)C=1N=CC2=CC=CC=C2C1)C1C2CN(C(C1)C2)S(=O)(=O)CCCC N-benzyl-N-(2-(butylsulfonyl)-2-azabicyclo[2.2.1]heptan-5-yl)isoquinoline-3-carboxamide